C(C)N1C(C2(C3=CC(=CC=C13)OC)CC2)=O (1R,2S)-1'-ethyl-5'-methoxy-2'-oxospiro[cyclopropane-1,3'-indole]